2,7-diphenyl-9,9-bis(6-hydroxy-2-naphthyl)fluorene C1(=CC=CC=C1)C1=CC=2C(C3=CC(=CC=C3C2C=C1)C1=CC=CC=C1)(C1=CC2=CC=C(C=C2C=C1)O)C1=CC2=CC=C(C=C2C=C1)O